1-(2-(2-iodophenyl)-1H-indole-1-yl)-2-methylpropane-2-ene IC1=C(C=CC=C1)C=1N(C2=CC=CC=C2C1)CC(=C)C